ClC1=C(C=CC(=C1)OCCN1CCNCC1)C=1N(C2=NC=NC(=C2N1)OC1(CC1)C)CC1=NC=CC(=C1)Cl 8-(2-chloro-4-(2-(piperazin-1-yl)ethoxy)phenyl)-9-((4-chloropyridin-2-yl)methyl)-6-(1-methylcyclopropoxy)-9H-purine